2-methyl-3-methylpentane CC(C)C(CC)C